4-(4-chloro-6-(piperazin-1-yl)pyrimidin-2-yl)morpholine hydrochloride Cl.ClC1=NC(=NC(=C1)N1CCNCC1)N1CCOCC1